CC1(CC=C(C1)C(C)=O)C 1-(4,4-dimethyl-cyclopent-1-en-1-yl)ethan-1-one